4-(3-ethynylanilino)-7-fluoro-6-nitroquinazoline C(#C)C=1C=C(NC2=NC=NC3=CC(=C(C=C23)[N+](=O)[O-])F)C=CC1